CCCCCCCC(CC(=O)O)OC(=O)CC(CCCCCCC)O[C@H]1[C@@H]([C@@H]([C@H]([C@@H](O1)C)O)O)O The molecule is a glycolipid, an alpha-L-rhamnoside of 3-[(3-hydroxydecanoyl)oxy]decanoic acid. It has a role as a nonionic surfactant. It is an alpha-L-rhamnoside and a glycolipid. It is a conjugate acid of a L-rhamnosyl-3-hydroxydecanoyl-3-hydroxydecanoate.